4-methyl-pentane-1,2-diamine CC(CC(CN)N)C